N-(6-fluoro-3-oxoisoindolin-5-yl)-1,8-dihydropyrrolo[3,2-g]indole-3-sulfonamide FC1=C(C=C2C(NCC2=C1)=O)NS(=O)(=O)C1=CNC2=C1C=CC=1C=CNC21